4-(1-((1H-tetrazol-5-yl)methoxy)-2,2,2-trifluoroethyl)-2-(3,6-diazabicyclo[3.1.1]heptan-3-yl)-7-(thiazol-2-yl)benzo[d]oxazole N1N=NN=C1COC(C(F)(F)F)C1=CC=C(C2=C1N=C(O2)N2CC1NC(C2)C1)C=1SC=CN1